(1R,3S,4R)-N-((S)-1-cyano-2-((R)-2-oxopiperidin-3-yl)ethyl)-2-((S)-3-cyclopropyl-2-((1-methyl-1H-pyrazol-4-yl)amino)propanoyl)-5,5-difluoro-2-azabicyclo[2.2.2]octane-3-carboxamide C(#N)[C@H](C[C@@H]1C(NCCC1)=O)NC(=O)[C@H]1N([C@H]2CC([C@@H]1CC2)(F)F)C([C@H](CC2CC2)NC=2C=NN(C2)C)=O